tert-butyl 4-(4-benzyloxyphenyl)-4-hydroxy-piperidine-1-carboxylate C(C1=CC=CC=C1)OC1=CC=C(C=C1)C1(CCN(CC1)C(=O)OC(C)(C)C)O